2-chloro-4-(2-fluoropyridin-4-yl)pyrimidine ClC1=NC=CC(=N1)C1=CC(=NC=C1)F